FC=1C=C(COC=2C=C3N(C(N2)=O)CC2N3CCN(C2)C)C=C(C1OC=1C=NN(C1)C)F 7-((3,5-Difluoro-4-((1-methyl-1H-pyrazol-4-yl)oxy)benzyl)oxy)-2-methyl-3,4,11,11a-tetrahydro-1H-pyrazino[1',2':3,4]imidazo[1,2-c]pyrimidin-9(2H)-one